C(C)(C)(C)OC(=O)N1OCC[C@H]1C=1C=NC=C(C1)N1C(CC1)=O (3S)-3-[5-(2-Oxoazetidin-1-yl)-3-pyridinyl]isoxazolidine-2-carboxylic acid tert-butyl ester